C(C=C)NC1=C2C(=NC(=C1)NC1=CC=C(C=3CCOC31)C(=O)N3C[C@@H](CC3)N3CCOCC3)NC=C2C(F)(F)F (R)-(7-((4-(allylamino)-3-(trifluoromethyl)-1H-pyrrolo[2,3-b]pyridin-6-yl)amino)-2,3-dihydrobenzo-furan-4-yl)(3-morpholinopyrrolidin-1-yl)methanone